S1(N=CC=CC2=C1C=CC=C2)(=O)=O (benzothiazepine)-1,1-dioxide